[Ca].N1C=NC=C1 imidazole calcium